ethyl 4-(2-(3-((tert-butoxycarbonyl)amino)prop-1-yn-1-yl)benzofuran-4-yl)-4-cyanobutanoate C(C)(C)(C)OC(=O)NCC#CC=1OC2=C(C1)C(=CC=C2)C(CCC(=O)OCC)C#N